OCC1[C@H]2CN(C[C@@H]12)CC1(CCNCC1)O 4-(((1R,5S,6r)-6-(hydroxymethyl)-3-azabicyclo[3.1.0]hexan-3-yl)methyl)piperidin-4-ol